C(C)(C)NC(OC1COC(C1)C1=CC(=NN1)NC=1C=CC2=C(CNS2(=O)=O)C1)=O 5-(3-((1,1-dioxido-2,3-dihydrobenzo[d]isothiazol-5-yl)amino)-1H-pyrazol-5-yl)tetrahydrofuran-3-yl isopropylcarbamate